(R)-1-(3,3-difluoro-4-((5-(4-fluoro-1-(2-fluoroethyl)-1H-benzo[d]imidazol-6-yl)-4-methoxypyrrolo[2,1-f][1,2,4]triazin-2-yl)amino)piperidin-1-yl)-2-hydroxyethan-1-one FC1(CN(CC[C@H]1NC1=NN2C(C(=N1)OC)=C(C=C2)C=2C=C(C1=C(N(C=N1)CCF)C2)F)C(CO)=O)F